tert-butyl((1R,3s,5S)-6,6-difluorobicyclo[3.1.0]hexan-3-yl)carbamate C(C)(C)(C)OC(NC1C[C@H]2C([C@H]2C1)(F)F)=O